COC1=C(CC=2C(=C(C=C(C2F)F)S(=O)(=O)NC2=NC=NS2)F)C=CC(=C1)OC 2,4-dimethoxybenzyl-2,4,5-trifluoro-N-(1,2,4-thiadiazole-5-yl)-benzenesulfonamide